4-(4-bromo-2-fluorophenyl)-1H-1,2,4-triazol-5-one BrC1=CC(=C(C=C1)N1C=NNC1=O)F